7-{[(1S)-1-(4-{1-[4-(2,3-dihydroxypropanoyl)piperazin-1-yl]-4,4-difluorocyclohexyl}phenyl)ethyl]amino}-1-(propan-2-yl)-1,6-naphthyridin-2(1H)-on OC(C(=O)N1CCN(CC1)C1(CCC(CC1)(F)F)C1=CC=C(C=C1)[C@H](C)NC1=NC=C2C=CC(N(C2=C1)C(C)C)=O)CO